N-(4-(1-(3-acetylbenzoyl)-3-methyl-1,2,3,6-tetrahydropyridin-4-yl)-1H-pyrrolo[2,3-b]pyridin-6-yl)cyclopropylcarboxamide C(C)(=O)C=1C=C(C(=O)N2CC(C(=CC2)C2=C3C(=NC(=C2)NC(=O)C2CC2)NC=C3)C)C=CC1